C(C)NCCN1CCCCC1 N-ethyl-2-(piperidin-1-yl)ethan-1-amine